C(C)(=O)[13C@H]1[C@](CCC=2C(C3=C(C=CC=C3C(C12)=O)O)=O)(C)O (1R,2R)-1-acetyl-2,5-dihydroxy-2-methyl-1,2,3,4-tetrahydroanthracene-9,10-dione-13C